tert-butyl 5-bromo-1,2,3,4-tetrahydroquinoline-1-carboxylate BrC1=C2CCCN(C2=CC=C1)C(=O)OC(C)(C)C